BrC1=C(C=NN1CC)CC=1C(=NC=NC1)Cl 5-((5-bromo-1-ethyl-1H-pyrazol-4-yl)methyl)-4-chloropyrimidine